ClC=1C=C(C2=C(NC(N2C)=O)C1)N1CCC(CC1)N(C(OC(C)(C)C)=O)C tert-butyl N-[1-(6-chloro-3-methyl-2-oxo-1H-benzimidazol-4-yl)-4-piperidyl]-N-methyl-carbamate